C(C)(=O)C1=NN(C2=CC=C(C=C12)C=1C=NC(=NC1)SC)CC(=O)N1[C@@H](C[C@H](C1)F)C(=O)NC1=NC(=CC=C1)Br (2S,4R)-1-(2-(3-acetyl-5-(2-(methylthio)pyrimidin-5-yl)-1H-indazol-1-yl)acetyl)-N-(6-bromopyridin-2-yl)-4-fluoropyrrolidine-2-carboxamide